3-(2-((((3-((4-(2-aminoethyl)piperazin-1-yl)methyl)-1-((1-methyl-1H-imidazol-4-yl)methyl)-1H-indol-6-yl)methyl)amino)methyl)-1H-indol-3-yl)-5-hydroxyisoindolin-1-one NCCN1CCN(CC1)CC1=CN(C2=CC(=CC=C12)CNCC=1NC2=CC=CC=C2C1C1NC(C2=CC=C(C=C12)O)=O)CC=1N=CN(C1)C